N-(5-((5-acetylpyridin-2-yl)methoxy)-1,3,4-thiadiazol-2-yl)-4-(2-(difluoromethoxy)-6-fluorophenyl)-6-methylnicotinamide C(C)(=O)C=1C=CC(=NC1)COC1=NN=C(S1)NC(C1=CN=C(C=C1C1=C(C=CC=C1F)OC(F)F)C)=O